C(#N)C1=C(C=C(C=C1)N1C(N(C2(CCC2)C1=O)C1=CC(=C(C(=O)NO)C=C1)F)=S)C(F)(F)F 4-(7-(4-cyano-3-(trifluoromethyl)phenyl)-8-oxo-6-thioxo-5,7-diazaspiro[3.4]octan-5-yl)-2-fluoro-N-hydroxybenzamide